aminostyrylbenzene NC1=C(C=CC=C1)C=CC1=CC=CC=C1